(R)-6-(2-(3-chlorophenyl)-2-hydroxyacetyl)-2-(1-(5-chlorothien-2-yl)cyclopropyl)-5,6,7,8-tetrahydropyrido[4,3-d]pyrimidin-4(3H)-one ClC=1C=C(C=CC1)[C@H](C(=O)N1CC2=C(N=C(NC2=O)C2(CC2)C=2SC(=CC2)Cl)CC1)O